C[Si](O[Si](CCN)(C)C)(CCN)C 1,1,3,3-Tetramethyl-1,3-bis(2-aminoethyl)disiloxan